4-(4-((1R,5S)-3,8-diazabicyclo[3.2.1]octan-3-yl)-8-fluoro-2-((tetrahydro-2H-thiopyran-4-yl)oxy)pyrido[4,3-d]pyrimidin-7-yl)naphthalen-2-ol [C@H]12CN(C[C@H](CC1)N2)C=2C1=C(N=C(N2)OC2CCSCC2)C(=C(N=C1)C1=CC(=CC2=CC=CC=C12)O)F